FC1=NC=C(C=C1C)I 2-fluoro-5-iodo-3-methyl-pyridine